FC1=NC=CC=C1C1(SCCCS1)C1(CCN(CC1)C(=O)OC(C)(C)C)O Tert-butyl 4-[2-(2-fluoropyridin-3-yl)-1,3-dithian-2-yl]-4-hydroxypiperidine-1-carboxylate